2-((1R,3r)-3-((R)-(4-methyl-4H-1,2,4-triazol-3-yl)(3-(6-(((1-methylcyclobutyl)-amino)methyl)-1-oxo-4-(trifluoromethyl)isoindolin-2-yl)phenyl)methyl)cyclobutyl)-acetonitrile CN1C(=NN=C1)[C@H](C1CC(C1)CC#N)C1=CC(=CC=C1)N1C(C2=CC(=CC(=C2C1)C(F)(F)F)CNC1(CCC1)C)=O